C(C)(C)(C)N1[C@H](CNCC1)C tert-butyl-(S)-2-methylpiperazine